C=C.[Zn] zinc ethylene